[N+](=O)([O-])C1=CC=C(C=C1)C(O)([2H])[2H] (4-nitrophenyl)methan-d2-ol